OCCN1C(N(C(N(C1=O)CCO)=O)CCO)=O 1,3,5-tri(2-hydroxyethyl)1,3,5-triazine-2,4,6-trione